6-(1-(1-ethoxyethyl)-1H-pyrazol-4-yl)-5-isopropoxypyrimidin-4-amine C(C)OC(C)N1N=CC(=C1)C1=C(C(=NC=N1)N)OC(C)C